N-(2-((3,3-difluorocyclobutyl)methyl)-4-(2-fluorophenyl)pyridin-3-yl)-2-isopropylpyrimidine-5-carboxamide FC1(CC(C1)CC1=NC=CC(=C1NC(=O)C=1C=NC(=NC1)C(C)C)C1=C(C=CC=C1)F)F